COC1=C(C=C(C=C1)C1=CN=NC(=C1)OCC1=CC=C(C=C1)OC(F)(F)F)[C@H]1[C@@H](C1)C(=O)O trans-2-[2-methoxy-5-(6-{[4-(trifluoromethoxy)benzyl]oxy}pyridazin-4-yl)phenyl]cyclopropanecarboxylic acid